C(C)NS(=O)(=O)N1C[C@H](CC1)NC1=C2C(=NC(=C1)N[C@H]([C@@H](C)O)CC)N(C=N2)CC (S)-N-ethyl-3-((3-ethyl-5-(((2R,3S)-2-hydroxypentan-3-yl)amino)-3H-imidazo[4,5-b]pyridin-7-yl)amino)pyrrolidine-1-sulfonamide